2-amino((4-methoxybenzyl)thio)-3-methylbutanoic acid NC(C(=O)O)(C(C)C)SCC1=CC=C(C=C1)OC